CCCCCCCCCCCCCCCCCCCCOC[C@H](COP(=O)(O)OCCN)OC(=O)CCCCCCC/C=C\\C/C=C\\CCCCC The molecule is a 1-alkyl-2-acyl-sn-glycero-3-phosphoethanolamine in which the alkyl and the acyl groups at positions 1 and 2 are specified as eicosyl and linolenyl respectively. It has a role as a mouse metabolite. It derives from a linoleic acid.